CC1=C(C=2N(N=C1N1CC=3C=C(C=NC3CC1)NC1=CC(=NN1C(C)C)C)C=NN2)C 6-(7,8-dimethyl-[1,2,4]triazolo[4,3-b]pyridazin-6-yl)-N-(1-isopropyl-3-methyl-1H-pyrazol-5-yl)-5,6,7,8-tetrahydro-1,6-naphthyridin-3-amine